NC1=CC(=CC2=CC(=CC(=C12)O)S(=O)(=O)[O-])S(=O)(=O)[O-].[Na+].[Na+] sodium 4-amino-5-hydroxynaphthalene-2,7-disulfonate